Di-Ethylene Glycol Ethyl Ether C(C)OCCOCCO